2-((2,2'-dichloro-3'-(5-formyl-6-methoxypyridin-2-yl)-[1,1'-biphenyl]-3-yl)amino)thiazole-5-carbaldehyde ClC1=C(C=CC=C1NC=1SC(=CN1)C=O)C1=C(C(=CC=C1)C1=NC(=C(C=C1)C=O)OC)Cl